(7R,8aS)-7-(2,3-dichloro-6-methoxyphenyl)-2-(2-methoxyacetyl)-1-methyl-hexahydropyrrolo[1,2-a]pyrazin-4-one ClC1=C(C(=CC=C1Cl)OC)[C@H]1C[C@@H]2N(C(CN(C2C)C(COC)=O)=O)C1